[2-[(3-fluorophenyl)methoxy]-4-pyridyl]methanamine FC=1C=C(C=CC1)COC1=NC=CC(=C1)CN